N-(3-(oxetan-3-yl)bicyclo[1.1.1]pentan-1-yl)acetamide O1CC(C1)C12CC(C1)(C2)NC(C)=O